N-(1-cyanocyclopropyl)-8-(4-isobutyrylpiperazin-1-yl)-N-(4-methoxybenzyl)-3-(4-oxo-4,5,6,7-tetrahydropyrazolo[1,5-a]pyridin-2-yl)imidazo[1,2-a]pyridine-6-sulfonamide C(#N)C1(CC1)N(S(=O)(=O)C=1C=C(C=2N(C1)C(=CN2)C2=NN1C(C(CCC1)=O)=C2)N2CCN(CC2)C(C(C)C)=O)CC2=CC=C(C=C2)OC